ICC(=O)O[Si](CC)(CC)CC triethylsilyl iodoacetate